2-chloro-N-(5-chloro-2-hydroxyphenyl)acetamide tert-butyl-3,4-dihydroquinoxaline-1(2H)-carboxylate C(C)(C)(C)OC(=O)N1CCNC2=CC=CC=C12.ClCC(=O)NC1=C(C=CC(=C1)Cl)O